FC=1C(=C(C=C2C(N(C=NC12)[C@H]1CCOC[C@@H]1O)=O)CC1=CC=C(C=C1)C=1N=NN(C1)C)C 1,5-anhydro-2,3-dideoxy-3-(8-fluoro-7-methyl-6-(4-(1-methyl-1H-1,2,3-triazol-4-yl)benzyl)-4-oxoquinazolin-3(4H)-yl)-L-threo-pentitol